[Si](C)(C)(C(C)(C)C)O[C@H]1CN(CC1)C1=NC2=CN=C(C(=C2C=C1)O)C(=O)NCC1=C(C=C(C=C1)C#N)Cl (R)-2-(3-((tert-butyldimethylsilyl)oxy)pyrrolidin-1-yl)-N-(2-chloro-4-cyanobenzyl)-5-hydroxy-1,7-naphthyridine-6-carboxamide